ClC1=CC=C(CNC(=O)NCCOCCOC2=CC=CC=C2)C=C1 1-(4-chlorobenzyl)-3-(2-(2-phenoxyethoxy)ethyl)urea